COCC1=NC(=NC=C1C)C(C(=O)[O-])(C)C.[Na+].COCCOC1=CC(=NC2=CC=C(C=C12)NC(=O)C1COC1)C1=CN=CS1 N-(4-(2-methoxyethoxy)-2-(thiazol-5-yl)quinolin-6-yl)oxetan-3-carboxamide sodium 2-(4-(methoxymethyl)-5-methylpyrimidin-2-yl)-2-methylpropanoate